Tert-butyl 3-(5-iodo-2-methyl-4-oxoquinazolin-3(4H)-yl)-2,6-dioxopiperidine-1-carboxylate IC1=C2C(N(C(=NC2=CC=C1)C)C1C(N(C(CC1)=O)C(=O)OC(C)(C)C)=O)=O